(S)-2-(piperidin-1-yl)-N-(1-(3-(2-(trifluoromethyl)pyridin-4-yl)-1,2,4-oxadiazol-5-yl)ethyl)acetamide N1(CCCCC1)CC(=O)N[C@@H](C)C1=NC(=NO1)C1=CC(=NC=C1)C(F)(F)F